tert-Butyl (S)-3-(biphenyl-4-yl)-3-(3-(1,5-dimethyl-4-oxido-2-oxo-1,2-dihydropyridin-3-yl)ureido)propanoat C1(=CC=C(C=C1)[C@H](CC(=O)OC(C)(C)C)NC(=O)NC=1C(N(C=C(C1[O-])C)C)=O)C1=CC=CC=C1